(1-(4-(5-(difluoromethyl)-1,3,4-oxadiazol-2-yl)-2-fluorobenzyl)-4-phenyl-1H-1,2,3-triazol-5-yl)methanol FC(C1=NN=C(O1)C1=CC(=C(CN2N=NC(=C2CO)C2=CC=CC=C2)C=C1)F)F